FC=1C=CC(=NC1)NC1=C(C(=O)NOC)C(=CC=N1)NC=1C(=NC(=CC1)C)N(S(=O)(=O)C)C ((5-Fluoropyridin-2-Yl)amino)-N-methoxy-4-((6-methyl-2-(N-Methylmethanesulfonamido)pyridin-3-Yl)amino)Nicotinamide